ethyl 2-(1-(4-(((2-cyanoethyl)amino)methyl)phenyl)-4-hydroxypiperidin-4-yl)acetate C(#N)CCNCC1=CC=C(C=C1)N1CCC(CC1)(O)CC(=O)OCC